trifluoromethanesulfonic acid, diphenylmethyl-sulfonium salt C1(=CC=CC=C1)C(C1=CC=CC=C1)[SH2+].FC(S(=O)(=O)[O-])(F)F